FC1=CC(=C(C(=O)NC=2SC=C(N2)C2=CC=C(C=C2)F)C=C1)NC(C(C(F)(F)F)F)=O 4-Fluoro-N-(4-(4-fluorophenyl)thiazol-2-yl)-2-(2,3,3,3-tetrafluoropropanamido)benzamide